C(C)(C)(C)OC(=O)N1CCN(CC1)C=1C=C2C(=CNC(C2=CC1)=O)I 4-(4-iodo-1-oxo-1,2-dihydroisoquinolin-6-yl)piperazine-1-carboxylic acid tert-butyl ester